NC=1N=C(C2=C(N1)NC(=C2)C=2C=NC=CC2)C=2C(=C(C=CC2)N2C(C1=C(C=C(C=C1C=C2)C2CC2)F)=O)CO 2-{3-[2-amino-6-(pyridin-3-yl)-7H-pyrrolo[2,3-d]pyrimidin-4-yl]-2-(hydroxymethyl)phenyl}-6-cyclopropyl-8-fluoroisoquinolin-1(2H)-one